ClC=1C(=CC(=NC1)NC=1C=C(C=NC1)N1C(CCC1)=O)C1=C(C=C(C=C1)F)F 1-(5-((5-chloro-4-(2,4-difluorophenyl)pyridin-2-yl)amino)pyridin-3-yl)pyrrolidin-2-one